C12CN(CC2C1)C1=NC=C(C(=N1)C)CN1N=NC(=C1)C(=O)N[C@@H]1CCC2=C1NN=C2C 1-[(2-{3-Azabicyclo[3.1.0]hex-3-yl}-4-methylpyrimidin-5-yl)methyl]-N-[(6R)-3-methyl-1H,4H,5H,6H-cyclopenta[c]pyrazol-6-yl]-1H-1,2,3-triazole-4-carboxamide